ClC=1C(=NC=CC1)C chloro-2-methylpyridin